BrC1=CN=C(N1C)C(=O)NC1=CC(=C(C(=O)OC(C)(C)C)C=C1)CC tert-butyl 4-[(5-bromo-1-methyl-imidazole-2-carbonyl)amino]-2-ethyl-benzoate